N'-[2-(cyclopentyloxy)ethyl]-N-(5,6-difluoro-1H-indol-3-yl)ethanediamide C1(CCCC1)OCCNC(C(=O)NC1=CNC2=CC(=C(C=C12)F)F)=O